ClC(C(=O)OC)=C methyl α-chloroacrylate